N-(3-bromo-1H-pyrazol-5-yl)-3-(4-chlorophenyl)propanamide BrC1=NNC(=C1)NC(CCC1=CC=C(C=C1)Cl)=O